1-Methyl-2-(6-trifluoromethoxy-benzothiazol-2-ylamino)-1H-benzoimidazole-5-carboxylic acid [2-(4-dimethylamino-piperidin-1-yl)-2-oxo-ethyl]-amide CN(C1CCN(CC1)C(CNC(=O)C1=CC2=C(N(C(=N2)NC=2SC3=C(N2)C=CC(=C3)OC(F)(F)F)C)C=C1)=O)C